C1(=CC=CC=C1)C1CCCC(=N1)NNC(=O)OC methyl 2-(6-phenyl-3,4,5,6-tetrahydropyridin-2-yl)hydrazine-1-carboxylate